N=1N=CN2CCOC3=C(C21)C=CC=C3NC(OC(C)(C)C)=O tert-butyl (5,6-dihydrobenzo[f][1,2,4]triazolo[4,3-d][1,4]oxazepin-8-yl)carbamate